tert-butyl (2-fluoroethyl)((1R,2R)-2-(4-(4,4,5,5-tetramethyl-1,3,2-dioxaborolan-2-yl)phenoxy)cyclopropyl)carbamate FCCN(C(OC(C)(C)C)=O)[C@H]1[C@@H](C1)OC1=CC=C(C=C1)B1OC(C(O1)(C)C)(C)C